7-(isopropylamino)-1H-indazole-5-carboxylic acid C(C)(C)NC=1C=C(C=C2C=NNC12)C(=O)O